2-(6-Methylpyridin-2-yl)-5,6-dihydro-4H-pyrrolo[1,2-b]pyrazol-3-ol CC1=CC=CC(=N1)C=1C(=C2N(N1)CCC2)O